O([C@H]1[C@H](O)[C@@H](O)[C@H](O)[C@H](O1)CO)C1=C2C(CC(OC2=CC(=C1)O)C1=CC=C(C=C1)O)=O 7-hydroxy-2-(4-hydroxyphenyl)-4-oxo-3,4-dihydro-2H-chromen-5-yl beta-D-glucopyranoside